C(C)(C)(C)OC(=O)NCCCCC(CC)NC1=C(C(=O)O)C=CC=C1[N+](=O)[O-] 2-((7-((tert-butoxycarbonyl)amino)heptan-3-yl)amino)-3-nitrobenzoic acid